COC(C(C)C=1C=NC(=CC1)Cl)=O 2-(6-Chloropyridin-3-yl)propionic acid methyl ester